4-(6-Chloropyridin-3-yl)-3-oxopiperazine-1-carboxylic acid tert-butyl ester C(C)(C)(C)OC(=O)N1CC(N(CC1)C=1C=NC(=CC1)Cl)=O